C[C@H]1N(CCCC1)CCC(C1=CC=C(C=C1)C=1C=NC(=C(C1)F)O)N methyl-(R)-1-(3-amino-3-(4-(5-fluoro-6-hydroxypyridin-3-yl)phenyl)propyl)piperidine